CC1C(OC(CC1)C)=O 3,6-dimethyltetrahydropyran-2-one